FC=1C=CC2=C(C(=C(O2)C(C(C)C)NC(=O)NC2CCC(CC2)O)C)C1 (1-(5-fluoro-3-methylbenzofuran-2-yl)-2-methylpropyl)-3-((1r,4r)-4-hydroxycyclohexyl)urea